C(C1=CC=CC=C1)NC(=O)C12CC(C1)(C2)NC(COC2=CC(=C(C=C2)Cl)F)=O N-benzyl-3-[2-(4-chloro-3-fluorophenoxy)acetamido]bicyclo[1.1.1]pentane-1-carboxamide